octadecyl-trimethyl-(ethoxy)silane C(CCCCCCCCCCCCCCCCC)C[Si](OCC)(C)C